O=C1NC(CCC1N1C(C2=CC=C(C=C2C1)N1CC(C1)N1CCC(CC1)N1C(C2=NC(=C(C=C2C1)NC(=O)C=1C=NN2C1N=CC=C2)N2CCOCC2)=O)=O)=O N-[6-[1-[1-[2-(2,6-dioxo-3-piperidyl)-1-oxo-isoindolin-5-yl]azetidin-3-yl]-4-piperidyl]-2-morpholino-7-oxo-5H-pyrrolo[3,4-b]pyridin-3-yl]pyrazolo[1,5-a]pyrimidine-3-carboxamide